[N-](S(=O)(=O)C(F)(F)F)S(=O)(=O)C(F)(F)F.C(CCC)[N+]1=CC=CC=C1 N-butyl-pyridinium bis((trifluoromethyl)sulfonyl)imide